C1(=CC=CC2=CC=CC=C12)C(C1=CC=CC2=CC=CC=C12)=[Hf](C1=CC=CC=2C3=CC=CC=C3CC12)C1C=CC=C1 dinaphthylmethylene(cyclopentadienyl)(fluorenyl)hafnium